(S)-3-(3-(2-amino-[1,2,4]triazolo[1,5-a]pyridin-7-yl)-2-fluoro-6-methylbenzamido)-2,2-difluoro-1-(4-fluorophenyl)propyl carbamate C(N)(O[C@H](C(CNC(C1=C(C(=CC=C1C)C1=CC=2N(C=C1)N=C(N2)N)F)=O)(F)F)C2=CC=C(C=C2)F)=O